2',5-dichloro-2,4'-difluoro-N-(2-methyl-6-(trifluoromethyl)pyridin-4-yl)-[1,1'-biphenyl]-4-carboxamide ClC1=C(C=CC(=C1)F)C1=C(C=C(C(=C1)Cl)C(=O)NC1=CC(=NC(=C1)C(F)(F)F)C)F